C(#N)CC1(CN(C1)C(=O)OC(C)(C)C)N1N=C(C(=C1)C=1C2=C(N=CN1)N(C=C2)COCC[Si](C)(C)C)N2C(C1=CC=CC=C1C2=O)=O tert-butyl 3-(cyanomethyl)-3-[3-(1,3-dioxoisoindol-2-yl)-4-(7-{[2-(trimethylsilyl)ethoxy]methyl}pyrrolo[2,3-d]pyrimidin-4-yl)pyrazol-1-yl]azetidine-1-carboxylate